3-(6-oxo-1'-(quinoxalin-5-ylmethyl)-6,8-dihydro-2H,7H-spiro[furo[2,3-e]isoindole-3,4'-piperidin]-7-yl)piperidine-2,6-dione O=C1N(CC2=C3C(=CC=C12)C1(CCN(CC1)CC1=C2N=CC=NC2=CC=C1)CO3)C3C(NC(CC3)=O)=O